tert-butyl 2-[[5-fluoro-2-methyl-7-(4,4,5,5-tetramethyl-1,3,2-dioxaborolan-2-yl)benzimidazol-1-yl]methyl]-1,4-oxazepane-4-carboxylate FC1=CC2=C(N(C(=N2)C)CC2OCCCN(C2)C(=O)OC(C)(C)C)C(=C1)B1OC(C(O1)(C)C)(C)C